CC=1N=NC(=C2C1N=CC(=C2)O)NC(C)C2=CC(=CC=C2)C(F)(F)F 8-methyl-5-[1-[3-(trifluoromethyl)phenyl]ethylamino]pyrido[2,3-d]pyridazin-3-ol